5-bromo-4-chloro-2-(prop-1-en-2-yl)aniline BrC=1C(=CC(=C(N)C1)C(=C)C)Cl